4-(2-hydroxy-3-isopropylaminopropoxy)benzaldehyde hydrochloride Cl.OC(COC1=CC=C(C=O)C=C1)CNC(C)C